BrC=1C(=NC=NC1)N 5-Bromopyrimidin-4-amine